(6-(difluoromethyl)pyridine-3-carbonyl)-3-methyl-1H-pyrrole-2-carboxylic acid ethyl ester C(C)OC(=O)C=1N(C=CC1C)C(=O)C=1C=NC(=CC1)C(F)F